ethyl 2-(3-((2,2-dimethyl-4-oxo-3,8,11,14-tetraoxa-5-azahexadecan-16-yl)oxy)phenyl)-2-phenylacetate CC(C)(OC(NCCOCCOCCOCCOC=1C=C(C=CC1)C(C(=O)OCC)C1=CC=CC=C1)=O)C